ClC1=NC=C(C(=C1)C1=C(C=NC(=C1)C)C(=O)NC=1SC=2C(=NC=C(C2)C(=O)N2CCC(CC2)O)N1)OC 2'-chloro-N-(6-(4-hydroxypiperidin-1-carbonyl)thiazolo[4,5-b]pyridin-2-yl)-5'-methoxy-6-methyl-[4,4'-bipyridine]-3-carboxamide